1-((2-(trimethylsilyl)ethoxy)methyl)-1H-indazole-5-carboxylic acid ethyl ester C(C)OC(=O)C=1C=C2C=NN(C2=CC1)COCC[Si](C)(C)C